dilaurate tin [Sn+2].C(CCCCCCCCCCC)(=O)[O-].C(CCCCCCCCCCC)(=O)[O-]